C(C)(C)(C)C1=NC(=NO1)C(=O)NC(C)C1=C(C=C(C(=C1)F)C1=CC(=NC=C1)NC(=O)C1CC1)Cl 5-(tert-butyl)-N-(1-(2-chloro-4-(2-(cyclopropanecarboxamido)pyridin-4-yl)-5-fluorophenyl)ethyl)-1,2,4-oxadiazole-3-carboxamide